ClC=1C=CC(=C(C1)C1=CC(=CN=N1)NC=1C(=NC=CC1)C1C(CO1)N(CCC(=O)N)C)F 4-{[6-(5-chloro-2-fluorophenyl)pyridazin-4-ylamino]pyridin-2-yl}-3-[methyl(oxetan-3-yl)amino]propanamide